[N+](=O)([O-])C1=C(C=CC=C1)S(=O)(=O)N1CC2(C1)CN(C[C@H]2C2=CC=CC=C2)C(=O)OC(C)(C)C tert-Butyl (S)-2-((2-nitrophenyl) sulfonyl)-8-phenyl-2,6-diazaspiro[3.4]octane-6-carboxylate